FC=1C=C(C=C(C1CO)F)C1CC=NN1C(=O)C12CC(C1)(C2)COC=2N=CC(=NC2)C#N 5-((3-(5-(3,5-difluoro-4-(hydroxymethyl)phenyl)-4,5-dihydro-1H-pyrazole-1-carbonyl)-bicyclo[1.1.1]pentan-1-yl)-methoxy)pyrazine-2-carbonitrile